(2R,1'S,3'S)-3-(2-cyclopentyl-2-phenyl-2-hydroxyacetoxy)-1-(ethoxycarbonylmethyl)-1-methylpyrrolidinium C1(CCCC1)[C@@](C(=O)OC1C[N+](CC1)(C)CC(=O)OCC)(O)C1=CC=CC=C1